4-chloro-1-[(2s,4r)-6-(cyclopropanecarbonyl)-6-azaspiro[3.4]octan-2-yl]-N-{5-[(4-fluorophenyl)ethynyl]-3-methylpyridin-2-yl}-1H-pyrazole-5-carboxamide ClC=1C=NN(C1C(=O)NC1=NC=C(C=C1C)C#CC1=CC=C(C=C1)F)C1CC2(C1)CN(CC2)C(=O)C2CC2